7-(difluoromethyl)-1,2,3,4-tetrahydroisoquinoline hydrochloride Cl.FC(C1=CC=C2CCNCC2=C1)F